NC1=NN2C(N=CC(=C2)F)=C1C(=O)NC=1C=NC=CC1N1N=C(N=C1)C 2-amino-6-fluoro-N-(4-(3-methyl-1H-1,2,4-triazol-1-yl)pyridin-3-yl)pyrazolo[1,5-a]pyrimidine-3-carboxamide